NC1=CC=C(C=C1)C(=O)C1=CN=C2N1C=CC(=C2)OC (4-aminophenyl)(7-methoxyimidazo[1,2-a]pyridin-3-yl)methanone